methyl-(5-methoxycarbonyl-2-furyl)boronic acid COB(O)C=1OC(=CC1)C(=O)OC